racemic-tert-butyl (1S,2R,3R,5R)-3-([5-[4-chloro-2-(methoxymethoxy)phenyl]pyrazin-2-yl](methyl)amino)-2-fluoro-8-azabicyclo[3.2.1]octane-8-carboxylate ClC1=CC(=C(C=C1)C=1N=CC(=NC1)N([C@H]1[C@H]([C@@H]2CC[C@H](C1)N2C(=O)OC(C)(C)C)F)C)OCOC |r|